N-(3-methyloxetan-3-yl)-4-nitrobenzenesulfonamide CC1(COC1)NS(=O)(=O)C1=CC=C(C=C1)[N+](=O)[O-]